2-(1-acryloylpyrrolidine-3-yl)-4-(4-phenoxyphenyl)pyrimidine-5-carboxamide C(C=C)(=O)N1CC(CC1)C1=NC=C(C(=N1)C1=CC=C(C=C1)OC1=CC=CC=C1)C(=O)N